C(C=C)(=O)[Fe].[Al].[Si] silicon-aluminum alloyl-iron